CN1C(C2=C(C(=C1)C(=C)C1=CC3=CC=CC=C3C=C1)C=C(N2C2=C(C=CC=C2)C)C=2C=NN(C2)C2COC2)=O 6-methyl-4-(1-(naphthalen-2-yl)vinyl)-2-(1-(oxetan-3-yl)-1H-pyrazol-4-yl)-1-tolyl-1,6-dihydro-7H-pyrrolo[2,3-c]pyridin-7-one